tert-butyl (R)-(4-(6-(3-chloro-6-(2-(ethyl(isopropyl)carbamoyl)-4-fluorophenoxy)-1,2,4-triazin-5-yl)-2,6-diazaspiro[3.4]octan-2-yl)-5-methylhexyl)carbamate ClC=1N=NC(=C(N1)N1CC2(CN(C2)[C@H](CCCNC(OC(C)(C)C)=O)C(C)C)CC1)OC1=C(C=C(C=C1)F)C(N(C(C)C)CC)=O